7-(benzylamino)-3-azabicyclo[3.3.1]nonane-3-carboxylic acid tert-butyl ester C(C)(C)(C)OC(=O)N1CC2CC(CC(C1)C2)NCC2=CC=CC=C2